(S,E)-2-Hydroxyethyl-(1-((1-(benzo[d]thiazol-2-ylmethyl)-2-oxo-1,2-dihydropyridin-3-yl)amino)-7-(dimethylamino)-1,7-dioxohept-5-en-2-yl)carbamat OCCOC(N[C@H](C(=O)NC=1C(N(C=CC1)CC=1SC2=C(N1)C=CC=C2)=O)CC\C=C\C(=O)N(C)C)=O